C(C)N1C2=CC=CC=C2SC=2C=C(C=CC12)/C=C/C(=O)NC1=CC=CC=C1 (E)-3-(10-ethyl-10H-phenothiazin-3-yl)-N-phenylacrylamide